C(C)(=O)[O-].[SH-] sulfanide acetate